7-bromo-1,6-dimethyl-4-(1-(4-(trifluoromethoxy)benzyl)piperidin-4-yl)-1,4-dihydropyrido[2,3-b]pyrazine-2,3-dione BrC1=CC2=C(N(C(C(N2C)=O)=O)C2CCN(CC2)CC2=CC=C(C=C2)OC(F)(F)F)N=C1C